(R)-3-methyl-2-(((R)-N-methyl-1-tritylazepine-2-carboxamido)methyl)butanoic acid CC([C@@H](C(=O)O)CN(C(=O)C=1N(C=CC=CC1)C(C1=CC=CC=C1)(C1=CC=CC=C1)C1=CC=CC=C1)C)C